BrC=1C(=C(C=CC1)N1N=CN=C1N(C)C)F (1-(3-bromo-2-fluorophenyl)-1H-1,2,4-triazol-5-yl)-N-methyl-methylamine